8-(4-((2-(2,4-dioxotetrahydropyrimidin-1(2H)-yl)-5-fluoropyridin-4-yl)methyl)piperazin-1-yl)-9-ethyl-6,6-dimethyl-11-oxo-6,11-dihydro-5H-benzo[b]carbazole-3-carbonitrile O=C1N(CCC(N1)=O)C1=NC=C(C(=C1)CN1CCN(CC1)C=1C(=CC2=C(C(C=3NC4=CC(=CC=C4C3C2=O)C#N)(C)C)C1)CC)F